C1(=CC=CC=C1)C=1N(C=CC1)C1(CCCC1)C(=O)O (2-phenyl-1H-pyrrol-1-yl)cyclopentane-1-carboxylic acid